C1(=CC=C(C=C1)CSC=1OC2=C(N1)C=CC(=C2)Cl)C2=CC=CC=C2 2-(([1,1'-biphenyl]-4-ylmethyl)thio)-6-chlorobenzo[d]oxazole